trimethyl-(2-hydroxypropyl)ammonium 2-ethyl-hexanoate C(C)C(C(=O)[O-])CCCC.C[N+](CC(C)O)(C)C